C1(=CC=C(C=C1)[C@@H](C)NC1=NC(=NC2=CC(=C(C=C12)OC)OC)C)C1=CC=CC=C1 N-[(1R)-1-(biphenyl-4-yl)ethyl]-6,7-dimethoxy-2-methylquinazolin-4-amine